methyl-[(6-chloro-3-morpholinesulfonyl-4-quinolinyl) amino]-5-propyl-benzoate CC=1C(=C(C(=O)[O-])C=C(C1)CCC)NC1=C(C=NC2=CC=C(C=C12)Cl)S(=O)(=O)N1CCOCC1